methyl 4-bromo-1-isopropyl-indazole-3-carboxylate BrC1=C2C(=NN(C2=CC=C1)C(C)C)C(=O)OC